O1CCC1C(=O)N1CC2=C(C1)CN(C2)S(=O)(=O)C=2C=CC1=C(NCCO1)C2 6-[5-[(oxetan-4-yl)carbonyl]-1H,2H,3H,4H,5H,6H-pyrrolo[3,4-c]pyrrole-2-sulfonyl]-3,4-dihydro-2H-1,4-benzoxazine